NC1=NC=CC=2N1C(=NC2C2CCC1(CN(C1)C(CO)=O)CC2)C2=CC=C(C=C2)OC2=CC=CC=C2 1-(7-(5-amino-3-(4-phenoxyphenyl)imidazo[1,5-c]pyrimidin-1-yl)-2-azaspiro[3.5]nonan-2-yl)-2-hydroxyethan-1-one